C1=CN=C(N=C1)N IMINOPYRIMIDINE